C(CCCCC)C1COC(CC1O)CCCCCCCCCCC 3-hexyl-tetrahydro-4-hydroxy-6-undecyl-2H-pyran